CS(=O)(=O)CCCC(=O)[O-] 4-methylsulfonylbutanoate